2-Ethyl 2-[1-[2-(4-formylcyclohexyl)-5-[[6-(trifluoromethyl)pyridine-2-carbonyl]amino]indazol-6-yl]-1-methyl-ethoxy]acetate C(=O)C1CCC(CC1)N1N=C2C=C(C(=CC2=C1)NC(=O)C1=NC(=CC=C1)C(F)(F)F)C(C)(OCC(=O)OCC)C